BrC1=CC(=C(C=C1)[C+](C1=CNC2=CC=CC=C12)C1=CNC2=CC=CC=C12)O 4-bromo-2-hydroxy-phenylbis(indol-3-yl)methylium